C(C)[C@H](COC(\C=C\C1=CC=C(C=C1)OC)=O)CCCC.FCC=1C(=NC=CC1)OC1=CC=C(C=C1)[N+](=O)[O-] 3-(fluoromethyl)-2-(4-nitrophenoxy)pyridine (S)-2-Ethylhexyl-(2E)-3-(4-methoxyphenyl)prop-2-enoate